C(C1=CC=CC=C1)N1C(CC(CC1)(O)C=1C=C2C(N(C(C2=CC1)=O)C1C(NC(CC1)=O)=O)=O)C#N 1-benzyl-4-(2-(2,6-dioxopiperidin-3-yl)-1,3-dioxoisoindolin-5-yl)-4-hydroxypiperidine-2-carbonitrile